(S)-N-(2-cyanopyridin-4-yl)-2-(4,4-difluoro-3-methylpiperidin-1-yl)-5-(trifluoromethyl)-nicotinamide C(#N)C1=NC=CC(=C1)NC(C1=C(N=CC(=C1)C(F)(F)F)N1C[C@@H](C(CC1)(F)F)C)=O